N-hydroxy-2-(2-methoxy-5-(methyl-(quinazol-4-yl)amino)phenoxy)-2-methylpropanamide ONC(C(C)(C)OC1=C(C=CC(=C1)N(C1=NC=NC2=CC=CC=C12)C)OC)=O